The molecule is an omega-hydroxy fatty acid that is 19-hydroxynonadecanoic acid which has been dehydrogenated to introduce a trans double bond at the 2-3 position. It is an alpha,beta-unsaturated monocarboxylic acid, an omega-hydroxy fatty acid, a long-chain fatty acid, a straight-chain fatty acid and a hydroxy monounsaturated fatty acid. C(CCCCCCCCO)CCCCCCC/C=C/C(=O)O